C(CCCCCCC)OC(CCCCC(=O)OCCCCCCCC)=O Di-octyladipat